NC1=C(C=CC(=C1)NCCO)OC 2-amino-4-(β-hydroxyethyl)aminoanisole